C1OCC12CN(C2)C(=O)C21CC(C2)(C1)C1=NC=C(C=N1)N1C[C@@H](CC1)OC=1C(=NC=2N(C1C)N=C(N2)C)C (R)-(2-oxa-6-azaspiro[3.3]heptan-6-yl)(3-(5-(3-((2,5,7-trimethyl-[1,2,4]triazolo[1,5-a]pyrimidin-6-yl)oxy)pyrrolidin-1-yl)pyrimidin-2-yl)bicyclo[1.1.1]pentan-1-yl)methanone